C([C@@H]([C@@H]1C(=O)C(=C(O1)[O])O)O)O MONODEHYDROASCORBATE